1,2,3-trimethylimidazolemethanesulfonic acid CN1C(N(C=C1)C)(CS(=O)(=O)O)C